CC(CC)=C 3-methyl-3-buten